1-(4-fluoro-3-methylphenyl)-3-[2-hydroxy-1-[2-(2,2,2-trifluoroethoxy)pyridin-4-yl]ethyl]urea FC1=C(C=C(C=C1)NC(=O)NC(CO)C1=CC(=NC=C1)OCC(F)(F)F)C